ClC=1C(=CC=C2C=NN(C12)C)C=C1CC2(CN(C2)C(=O)OC(C)(C)C)C1 tert-butyl 6-[(7-chloro-1-methyl-indazol-6-yl)methylene]-2-azaspiro[3.3]heptane-2-carboxylate